FC1=CC=C(C=C1)NC(=O)C1(CC1)C(=O)NC1=CC=C(C=C1)OC1=CC=NC2=CC(=CC=C12)[C@@H]1COCC1 1-N'-(4-fluorophenyl)-1-N-[4-[7-[(3R)-oxolan-3-yl]quinolin-4-yl]oxyphenyl]cyclopropane-1,1-dicarboxamide